CC(O[SiH](CC)C)C dimethylmethylethylmethoxysilane